[Br-].CN1C(C(C2=CC=CC=C12)[N+]1=CC(=CC=C1)C(=O)OC)=O 1-(2,3-dihydro-1-methyl-2-oxo-1H-indol-3-yl)-3-(methoxycarbonyl)-pyridinium bromide